C1(CC1)OC1=C(C(=C(C(=C1F)F)F)F)S(=O)(=O)NC=1C(=NC(=CC1)F)F 2-cyclopropoxy-N-(2,6-difluoropyridin-3-yl)-3,4,5,6-tetrafluoro-benzenesulfonamide